[3-(2,2-Dimethylpropanoylamino)-5-(trifluoromethyl)pyridin-2-yl]methyl-2-(1,4,6,7-tetrahydrotriazolo[4,5-c]pyridin-5-carbonyl)-4,6-dihydropyrrolo[3,4-d][1,3]oxazol-5-carboxylat CC(C(=O)NC=1C(=NC=C(C1)C(F)(F)F)COC(=O)N1CC=2N=C(OC2C1)C(=O)N1CC2=C(CC1)NN=N2)(C)C